5-((2,3-difluoro-6-methoxybenzyl)oxy)-2-fluoro-4-methoxyaniline hydrochloride Cl.FC1=C(COC=2C(=CC(=C(N)C2)F)OC)C(=CC=C1F)OC